NC(N)=NCCCC(C(=O)NC1=CC=C(C=C1)[N+](=O)[O-])[N-]CC1=CC=CC=C1 N-[5-(diaminomethyleneamino)-1-(4-nitroanilino)-1-oxopent-2-yl]benzylamide